methyl 2-azido-3-(4,5-dichloro-2-methoxyphenyl)prop-2-enoate N(=[N+]=[N-])C(C(=O)OC)=CC1=C(C=C(C(=C1)Cl)Cl)OC